rac-4-((4bR,5R,6R,7S,7aR)-4b-hydroxy-6-(hydroxymethyl)-4-methoxy-5-(morpholinyl-methyl)-7-phenyl-4b,5,6,7-tetrahydro-7aH-cyclopenta[4,5]furo[2,3-c]pyridin-7a-yl)benzonitrile O[C@@]12[C@@](OC=3C=NC=C(C31)OC)([C@@H]([C@H]([C@@H]2CN2CCOCC2)CO)C2=CC=CC=C2)C2=CC=C(C#N)C=C2 |r|